(R)-3-(1H-pyrazol-5-yl)-N-(6-(trifluoromethyl)chroman-3-yl)-6,7-dihydro-4H-pyrazolo[5,1-c][1,4]oxazine-2-carboxamide N1N=CC=C1C=1C(=NN2C1COCC2)C(=O)N[C@H]2COC1=CC=C(C=C1C2)C(F)(F)F